tert-butyl 2-(4-(4-((4-(2-(3-chloro-5-cyanophenyl)propan-2-yl)phenoxy)methyl)pyrimidin-2-yl)piperazin-1-yl)-7-azaspiro[3.5]nonane-7-carboxylate ClC=1C=C(C=C(C1)C#N)C(C)(C)C1=CC=C(OCC2=NC(=NC=C2)N2CCN(CC2)C2CC3(C2)CCN(CC3)C(=O)OC(C)(C)C)C=C1